ClC=1C=C(C=CC1F)NC1=NC=NC2=CC(=C(C=C12)NC(C=C)=O)OCCCN1CCN(CC1)C(CCSC1=C2CN(C(C2=CC=C1)=O)C1C(NC(CC1)=O)=O)=O N-(4-((3-chloro-4-fluorophenyl)amino)-7-(3-(4-(3-((2-(2,6-dioxopiperidin-3-yl)-1-oxoisoindolin-4-yl)thio)propanoyl)piperazin-1-yl)propoxy)quinazolin-6-yl)acrylamide